(6aR,9R)-N,N-bis(ethyl-d5)-7-methyl-4,6,6a,7,8,9-hexahydroindolo[4,3-fg]quinoline-9-carboxamide-1,2,3,5-d4 C(C([2H])([2H])[2H])(N(C(=O)[C@H]1CN([C@@H]2CC=3C4=C(C2=C1)C(=C(C(=C4NC3[2H])[2H])[2H])[2H])C)C(C([2H])([2H])[2H])([2H])[2H])([2H])[2H]